(+/-)-trans-methyl 3-(((benzyloxy)carbonyl)amino)bicyclo[2.2.2]oct-5-ene-2-carboxylate C(C1=CC=CC=C1)OC(=O)NC1C(C2C=CC1CC2)C(=O)OC